CNC(C)CC1=C(C=C2C(=C1)OCO2)OC N-methyl-2-methoxy-4,5-methylenedioxy-amphetamine